CC=1C(=C2C(=NC1N1CC3(CN(C3)C(=O)OC(C)(C)C)CC1)CC(OC2)(C)C)B2OC(C(O2)(C)C)(C)C tert-butyl 6-(3,7,7-trimethyl-4-(4,4,5,5-tetramethyl-1,3,2-dioxaborolan-2-yl)-7,8-dihydro-5H-pyrano[4,3-b]pyridin-2-yl)-2,6-diazaspiro[3.4]octane-2-carboxylate